Allylisatin C(C=C)N1C(=O)C(=O)C2=CC=CC=C12